(4-trifluoromethyl-2-chlorophenoxy)-2-fluoroaniline FC(C1=CC(=C(ONC2=C(C=CC=C2)F)C=C1)Cl)(F)F